CC1(COB(OC1)C1=CC=C2C(=CN(C2=C1)C(=O)OC(C)(C)C)CO)C tert-butyl 6-(5,5-dimethyl-1,3,2-dioxaborinan-2-yl)-3-(hydroxymethyl)-1H-indole-1-carboxylate